C(#N)C1=CNC2=C(C=CC(=C12)C)NS(=O)(=O)C=1C=NN(C1)C1CCC1 N-(3-cyano-4-methyl-1H-indol-7-yl)-1-cyclobutyl-pyrazole-4-sulfonamide